C=C1C[C@@]2(CCCN2C1)C(O)([2H])[2H] (S)-(2-Methylenetetrahydro-1H-pyrrolizin-7a(5H)-yl)methan-d2-ol